potassium N-(p-toluenesulfonyl)-p-toluenesulfonamide CC1=CC=C(C=C1)S(=O)(=O)NS(=O)(=O)C1=CC=C(C)C=C1.[K]